C(C)(C)(C)OC(=O)N1C[C@H](CC1)C=1C=C(C=2N(C1)C(=NC2)C)C2=C(C=C(C=C2)F)C(=O)OCC (3R)-3-{8-[2-(ethoxycarbonyl)-4-fluorophenyl]-3-methylimidazo[1,5-a]pyridin-6-yl}-pyrrolidine-1-carboxylic acid tert-butyl ester